C(C)N1C(NC2=C(C1=O)C=C(N2)CN2CCN(CC2)C=2C=CC(=NC2C)C(=O)NC)=O 5-(4-((3-ethyl-2,4-dioxo-2,3,4,7-tetrahydro-1H-pyrrolo[2,3-d]pyrimidin-6-yl)methyl)piperazin-1-yl)-N,6-dimethylpicolinamide